N-(9-undecyn-1-yl)-9-undecynamide C(CCCCCCCC#CC)NC(CCCCCCCC#CC)=O